1-{4-[2-methyl-4-({(1R)-1-[2-methyl-3-(trifluoromethyl)phenyl]ethyl}amino)-7-(trifluoromethyl)pyrido[2,3-d]pyrimidin-6-yl]piperidin-1-yl}ethan-1-one CC=1N=C(C2=C(N1)N=C(C(=C2)C2CCN(CC2)C(C)=O)C(F)(F)F)N[C@H](C)C2=C(C(=CC=C2)C(F)(F)F)C